CC=1C=C(C=CC1O)C(CCCCCCCCCC)C1=CC(=C(C=C1)O)C 1,1-bis(3-methyl-4-hydroxyphenyl)undecane